5-bromo-1-(pyrimidin-2-ylmethyl)indoline-2,3-dione Ethyl-(3S)-3-(2-(hydroxymethyl)-2-methyloct-7-enamido)-3-(6-methoxypyridin-3-yl)propanoate C(C)OC(C[C@@H](C=1C=NC(=CC1)OC)NC(C(CCCCC=C)(C)CO)=O)=O.BrC=1C=C2C(C(N(C2=CC1)CC1=NC=CC=N1)=O)=O